methyl 4-(difluoromethyl)-5-methylpicolinate FC(C1=CC(=NC=C1C)C(=O)OC)F